ClC1=C(C(=C(C=C1OC)OC)Cl)C=1N(C(C2=C(N1)C=NC(=C2)NC2=C(C=CC=C2C)NC(C=C)=O)=O)C N-(2-((2-(2,6-dichloro-3,5-dimethoxyphenyl)-3-methyl-4-oxo-3,4-dihydropyrido[3,4-d]pyrimidin-6-yl)amino)-3-methylphenyl)acrylamide